Phosphoric Acid Silicon [Si].P(O)(O)(O)=O